O1CCNC2=C1C=C(C=C2)C2=CCC(CN2C(=O)OC(C)(C)C)C tert-butyl 6-(3,4-dihydro-2H-1,4-benzoxazin-7-yl)-3-methyl-3,4-dihydro-2H-pyridine-1-carboxylate